N1=C(C=CC=C1)C1OCC1O pyridin-2-yl-oxetan-3-ol